5-amino-2-Hydroxypyridine NC=1C=CC(=NC1)O